2-(4-amino-7-isopropyl-7H-pyrrolo[2,3-d]pyrimidin-5-yl)-N-methyl-1H-indole-6-carboxamide NC=1C2=C(N=CN1)N(C=C2C=2NC1=CC(=CC=C1C2)C(=O)NC)C(C)C